ClC=1C=C(C=CC1F)C#CC1=CN(C2=NC=C(C=C21)NC(C=C)=O)C N-(3-((3-Chloro-4-fluorophenyl)ethynyl)-1-methyl-1H-pyrrolo[2,3-b]pyridin-5-yl)acrylamide